(S)-4-methoxy-2-((1-(3-phenyl-1,2,4-oxadiazol-5-yl)ethyl)carbamoyl)pyridin-3-yl isobutyrate C(C(C)C)(=O)OC=1C(=NC=CC1OC)C(N[C@@H](C)C1=NC(=NO1)C1=CC=CC=C1)=O